2-((2-fluoro-4-((4-methoxybenzyl)sulfonyl)phenyl)thio)-5-methoxy-N-(5-methyl-1H-pyrazol-3-yl)-6-(piperidin-1-yl)pyrimidin-4-amine FC1=C(C=CC(=C1)S(=O)(=O)CC1=CC=C(C=C1)OC)SC1=NC(=C(C(=N1)NC1=NNC(=C1)C)OC)N1CCCCC1